3-(4-methylbenzylidene)camphor CC1=CC=C(C=C2C(C3(CCC2C3(C)C)C)=O)C=C1